C1(=CC=CC=C1)C(CN\C(=N/C1=CC=CC=C1)\C1=COC=C1)C1=CC=CC=C1 (Z)-N-(2,2-diphenylethyl)-N'-phenylfuran-3-carboximidamide